FC(C1=CC=C(C=C1)[C@@H](C)N)(F)F (R)-1-(4-(trifluoromethyl)phenyl)ethanamine